O1C(CCCC1)=O 1,1-dioxanone